[O-]O.C(C)(C)C1=CC=CC(=C1)C(C)C 2,4-diisopropylbenzene hydroperoxide